C(C)C1OCCOC1 ethyl-dioxane